2-({4-[6-(methylamino)pyridin-3-yl]-1-oxo-2,3-dihydro-1H-isoindol-2-yl}methyl)prop-2-enenitrile CNC1=CC=C(C=N1)C1=C2CN(C(C2=CC=C1)=O)CC(C#N)=C